CNC/C=C/C(=O)OC(C)(C)C tertbutyl (e)-4-(methylamino)but-2-enoate